FC(C=1C(=NC(=NC1)NC=1C(=NN(C1)C1CN(CC1)C)C)NCCCN1C(CCC1)=O)F 1-(3-((5-(difluoromethyl)-2-((3-methyl-1-(1-methylpyrrolidin-3-yl)-1H-pyrazol-4-yl)amino)pyrimidin-4-yl)amino)propyl)pyrrolidin-2-one